N-iso-Pentyl-2-phenoxy-1H-imidazole-1-carboxamide C(CC(C)C)NC(=O)N1C(=NC=C1)OC1=CC=CC=C1